C1=CC=C2C=C(C=CC2=C1)NC(=O)[C@H](CC3=CC=C(C=C3)O)N The molecule is an L-tyrosine derivative that is the amide obtained by formal condensation of the carboxy group of L-tyrosine with the amino group of 2-naphthylamine. It has a role as a chromogenic compound. It is a N-(2-naphthyl)carboxamide, an amino acid amide and a L-tyrosine derivative.